3-((2-((S)-2,2-dicyclopropyl-1-(1-ethyl-1H-pyrazole-5-carboxamido)ethyl)imidazo[1,2-b]pyridazin-6-yl)methyl)-2-oxo-6-(trifluoromethyl)piperidine-3-carboxylic acid C1(CC1)C([C@H](NC(=O)C1=CC=NN1CC)C=1N=C2N(N=C(C=C2)CC2(C(NC(CC2)C(F)(F)F)=O)C(=O)O)C1)C1CC1